Bismuth(III) n-Hexanoate C(CCCCC)(=O)[O-].[Bi+3].C(CCCCC)(=O)[O-].C(CCCCC)(=O)[O-]